ClC1=CC(=C(C=N1)C1=NN=C(S1)N1CCC(CC1)N1CCN(CC1)C(=O)OC(C)(C)C)F tert-butyl 4-(1-(5-(6-chloro-4-fluoropyridin-3-yl)-1,3,4-thiadiazole-2-yl)piperidin-4-yl)piperazine-1-carboxylate